(1S,5S)-6-(3,5-dimethoxyphenyl)-9,9-dimethyl-3,6-diazabicyclo[3.2.2]nonan COC=1C=C(C=C(C1)OC)N1[C@@H]2CNC[C@@H](C1)CC2(C)C